NC1=NC=2C(=CC=CC2C=2N1C=C(N2)C(=O)N2C[C@@H](CC2)CF)OC (R)-(5-amino-7-methoxyimidazo[1,2-c]quinazolin-2-yl)(3-(fluoromethyl)pyrrolidin-1-yl)methanone